NC1=C(C#N)C=C(C=C1)C1=CN(C=2N=CN=C(C21)N)C2CC2 2-amino-5-(4-amino-7-cyclopropyl-7H-pyrrolo[2,3-d]pyrimidin-5-yl)benzonitrile